(3S,4S)-8-(6-((2-amino-3-fluoropyridin-4-yl)thio)-1,2,4-triazin-3-yl)-3-methyl-2-oxa-8-azaspiro[4.5]decan-4-amine NC1=NC=CC(=C1F)SC1=CN=C(N=N1)N1CCC2([C@@H]([C@@H](OC2)C)N)CC1